pteridine nicotinate monohydrate O.C(C1=CN=CC=C1)(=O)O.N1=CN=CC2=NC=CN=C12